1-(6-(2-Chloro-4-methoxyphenyl)chinolin-2-yl)piperidin ClC1=C(C=CC(=C1)OC)C=1C=C2C=CC(=NC2=CC1)N1CCCCC1